11-mercaptoundecanol SCCCCCCCCCCCO